(5S)-3-(2,2-dimethylpropyl)-5,8,8-trimethyl-5-phenyl-9,10-dihydro-7H-benzo[b][1,8]naphthyridin-6-one CC(CC1=CC=2[C@@](C3=C(NC2N=C1)CC(CC3=O)(C)C)(C3=CC=CC=C3)C)(C)C